NC1=CC=CC2=CC=CC(=C12)O.[Li] lithium 1-amino-8-naphthol